1-(5-(5-methyl-1H-1,2,4-triazol-1-yl)pyridin-2-yl)ethanol CC1=NC=NN1C=1C=CC(=NC1)C(C)O